FCCCCCCCCOCCCCCCCCCCCCC monotridecyl fluorooctyl ether